di-tert-Butyl [3-(7-(trifluoromethyl)-dibenzo[b,e][1,4]oxazepin-5(11H)-yl)propyl]imidodicarbonate FC(C1=CC2=C(OCC3=C(N2CCCN(C(=O)OC(C)(C)C)C(=O)OC(C)(C)C)C=CC=C3)C=C1)(F)F